C(C)(C)(C)N(C(=O)OC[C@@H]1[C@H]([C@H]([C@@H](O1)C1=CN(C(=O)NC1=S)C)O)O)C(C(=O)N)C=1SC=C(C1)C(NO)=N 1-methyl-4-thio-pseudouridine tert-butyl-(2-amino-1-(4-(N-hydroxycarbamimidoyl)thiophen-2-yl)-2-oxoethyl)carbamate